N1=CC(=CC=C1)[C@H](C)[NH-] (S)-N-(1-(pyridin-3-yl)ethyl)-amide